piperidin-4-yl-piperazine-1-carboxylic acid N1CCC(CC1)C1N(CCNC1)C(=O)O